[Pd](Cl)Cl.C(C)#N.C(C)#N.C(C)#N.C(C)#N tetraacetonitrile palladium chloride